C12=CNC=3C=CC4(C5(C13)C1=CC(=CC=C1C=C4NCC5)O)C2 6,11b-(epiminoethano)-1,5a-methanonaphtho[1,2-e]indole-10-ol